5-(1-(1-((4-methoxycyclohexyl)methyl)piperidin-2-yl)ethoxy)isobenzofuran COC1CCC(CC1)CN1C(CCCC1)C(C)OC1=CC2=COC=C2C=C1